6'-((6-((2-HYDROXYETHYL)AMINO)PYRIMIDIN-4-YL)AMINO)-8'-METHYL-2'H-SPIRO[CYCLOHEXANE-1,3'-IMIDAZO[1,5-A]PYRIDINE]-1',5'-DIONE OCCNC1=CC(=NC=N1)NC1=CC(=C2N(C1=O)C1(NC2=O)CCCCC1)C